2-methyl-N-(4-methylthiazol-2-yl)-5-(3-(trifluoromethyl)phenyl)furan-3-carboxamide CC=1OC(=CC1C(=O)NC=1SC=C(N1)C)C1=CC(=CC=C1)C(F)(F)F